COCCCCCCNCCNCCNCCCC(=O)O 2-oxa-9,12,15-triazanonadecan-19-oic acid